ClC=1C(=C(OCC(=O)NC)C=C(C1CC1=C(C(=C(C=C1)O)C(C)C)F)C)F 2-(3-chloro-2-fluoro-4-(2-fluoro-4-hydroxy-3-isopropylbenzyl)-5-methylphenoxy)-N-methylacetamide